IC1=NN(C2=NC(=CN=C21)N2CC1C(C1CC2)(C2=NC=CC=N2)CNC(OCC2=CC=CC=C2)=O)C2OCCCC2 benzyl ((3-(3-iodo-1-(tetrahydro-2H-pyran-2-yl)-1H-pyrazolo[3,4-b]pyrazin-6-yl)-7-(pyrimidin-2-yl)-3-azabicyclo[4.1.0]heptan-7-yl)methyl)carbamate